phenalene C1C=CC2=CC=CC3=CC=CC1=C23